4-Isothiocyanatopent-1-ene N(=C=S)C(CC=C)C